MethyLpyruvate CCC(C(=O)[O-])=O